CC=1C=C(C=CC1OC1=CC=2N(C=C1)N=CN2)NC2=NC=NC1=C2N=C(N=C1)N1CCN(CC1)C(C=C)=O 1-(4-{8-[(3-methyl-4-{[1,2,4]triazolo[1,5-a]pyridin-7-yloxy}phenyl)amino]pyrimido[5,4-d][1,3]diazin-2-yl}piperazin-1-yl)prop-2-en-1-one